ClC1=C(C=CC(=C1)OC1=CC=CC=C1)C(C1=CNC2=C1C1=C(NC(C(N1)(C)COC)=O)C=N2)O 9-((2-chloro-4-phenoxyphenyl)(hydroxy)methyl)-2-(methoxymethyl)-2-methyl-1,2,4,7-tetrahydro-3H-pyrrolo[3',2':5,6]pyrido[3,4-b]pyrazin-3-one